1,4,7,10,13,16-hexaoxaoctadecane OCCOCCOCCOCCOCCOCC